C(C)C=1C=C2C=CC(=NC2=CC1)C1=C(C=CC=C1)SC 6-Ethyl-2-(2-(methylthio)phenyl)quinoline